dimethyl-diglycolic acid anhydride CC1OC(C(=O)OC1=O)C